N-tert-Butyl-N'-[3-(4-chloro-phenyl)-adamantan-1-ylmethyl]-propane-1,3-diamine C(C)(C)(C)NCCCNCC12CC3(CC(CC(C1)C3)C2)C2=CC=C(C=C2)Cl